17β-(N-tert-butyl-amino-formyl)androsta-3,5-diene-3-carboxylic acid C(C)(C)(C)NC(=O)[C@@H]1[C@]2(C)[C@@H](CC1)[C@@H]1CC=C3C=C(CC[C@]3(C)[C@H]1CC2)C(=O)O